N-(cyclopropylmethyl)sulfamoyl chloride C1(CC1)CNS(=O)(=O)Cl